C(C1=CC=CC=C1)N1N=C(C=C1C)C=1C=C2CN(C(C2=CC1)=O)C1C(NC(CC1)=O)=O 3-(5-(1-benzyl-5-methyl-1H-pyrazol-3-yl)-1-oxoisoindolin-2-yl)piperidine-2,6-dione